Cl.N=1N=C(NC1)COC1=C(C=C(C=C1OC)C1=CC(=CC=2N(C(N(C21)C)=O)CC(=O)NC2=CC=C(C=C2)Cl)C(F)(F)F)F 2-(4-(4-((4H-1,2,4-triazol-3-yl)methoxy)-3-fluoro-5-methoxyphenyl)-3-methyl-2-oxo-6-(trifluoromethyl)-2,3-dihydro-1H-benzo[d]imidazol-1-yl)-N-(4-chlorophenyl)acetamide hydrochloride